FC=1C=CC=C2C(NC=3N(C12)C(NN3)=S)=O 9-fluoro-1-thioxo-2,4-dihydro-[1,2,4]triazolo[4,3-a]quinazolin-5(1H)-one